N[C@H]1[C@H](CN(CC1)C=1C2=C(N=C(N1)OC[C@H]1N(CCC1)C)CN(CC2)C2=CC=CC1=CC=CC(=C21)C)CC#N 2-((3S,4R)-4-amino-1-(7-(8-methylnaphthalen-1-yl)-2-(((S)-1-methylpyrrolidin-2-yl)methoxy)-5,6,7,8-tetrahydropyrido[3,4-d]pyrimidin-4-yl)piperidin-3-yl)acetonitrile